(R)-2-(3,5-difluorophenyl)-2-hydroxy-N-(3-methyl-4-(6-(methylamino)pyridin-3-yl)phenyl)acetamide FC=1C=C(C=C(C1)F)[C@H](C(=O)NC1=CC(=C(C=C1)C=1C=NC(=CC1)NC)C)O